7-(1-(5-((R)-2,2,2-trifluoro-1-(oxetan-3-yl)ethyl)pyridin-2-yl)-1H-pyrazol-4-yl)-3H-imidazo[4,5-b]pyridine FC([C@H](C1COC1)C=1C=CC(=NC1)N1N=CC(=C1)C1=C2C(=NC=C1)NC=N2)(F)F